(S)-4-(5-(3-(hexylamino)-2-nonanamido-3-oxopropyl)-1,3,4-thiadiazol-2-yl)benzoic acid C(CCCCC)NC([C@H](CC1=NN=C(S1)C1=CC=C(C(=O)O)C=C1)NC(CCCCCCCC)=O)=O